ethyl 2-(2-((7-(3-(aminomethyl)phenyl)-5-chlorobenzofuran-3-yl)methoxy)phenyl)acetate NCC=1C=C(C=CC1)C1=CC(=CC=2C(=COC21)COC2=C(C=CC=C2)CC(=O)OCC)Cl